ClC1=C(N(N=C1C(F)(F)F)C1=CC(=CC=C1)C(N(C)C1=CC2=C(N=C(O2)C)C=C1F)=O)COC1=CC=C(C(=O)OC(C)(C)C)C=C1 tert-Butyl 4-[[4-chloro-2-[3-[(5-fluoro-2-methyl-1,3-benzoxazol-6-yl)-methyl-carbamoyl]phenyl]-5-(trifluoromethyl)pyrazol-3-yl]methoxy]benzoate